benzyl-(R)-(3-hydroxy-1-(methoxy(methyl)amino)-1-oxopropan-2-yl)carbamate C(C1=CC=CC=C1)OC(N[C@@H](C(=O)N(C)OC)CO)=O